CC1(OB(OC1(C)C)C=1C=C(OCC=2SC=CN2)C=CC1)C 2-((3-(4,4,5,5-tetramethyl-1,3,2-dioxaborolan-2-yl)phenoxy)methyl)thiazole